(((1S,3S)-3-((6-(1H-Pyrazol-5-yl)-1,2,4-triazin-3-yl)amino)cyclopentyl)amino)-2H-[1,3'-bipyridin]-2-one N1N=CC=C1C1=CN=C(N=N1)N[C@@H]1C[C@H](CC1)NC=1C(N(C=CC1)C=1C=NC=CC1)=O